C(CC(O)(C(=O)O)CC(=O)O)(=O)O.FC1=CC=C(S1)CC[C@@]1(CN(CC1)C(C)(C)C=1C=NC(=CC1)C)CNS(=O)(=O)C |o1:21| (R or S)-N-((3-(2-(5-fluorothiophen-2-yl)ethyl)-1-(2-(6-methylpyridin-3-yl)propan-2-yl)pyrrolidin-3-yl)methyl)methanesulfonamide citrate